7-[(2R)-1,4-dioxan-2-ylmethyl]-3-iodo-2-(2-methylpyrimidin-4-yl)-1H,5H,6H,7H-pyrrolo[3,2-c]pyridin-4-one O1[C@@H](COCC1)CC1C2=C(C(NC1)=O)C(=C(N2)C2=NC(=NC=C2)C)I